arsenic-copper-silver [Ag].[Cu].[As]